5-(6-cyclopropoxypyridin-3-yl)-7-methyl-6-(3-azaspiro[5.5]undec-8-en-9-yl)-7H-pyrrolo[2,3-d]pyrimidin-4-amine C1(CC1)OC1=CC=C(C=N1)C1=C(N(C=2N=CN=C(C21)N)C)C2=CCC1(CCNCC1)CC2